FC=1C=C(C=CC1F)N1CCC(CC1)C(=O)N 1-(3,4-difluorophenyl)piperidine-4-carboxamide